(±)-2-(2-(7-(3-(Aminomethyl)-2-fluorophenyl)benzofuran-5-yl)-4-cyclopropyl-3,4-dihydro-2H-benzo[b][1,4]oxazin-8-yl)acetic acid NCC=1C(=C(C=CC1)C1=CC(=CC=2C=COC21)[C@@H]2CN(C1=C(O2)C(=CC=C1)CC(=O)O)C1CC1)F |r|